[Pd](Cl)Cl.C(C)(C)(C)PC(C)(C)C di-tert-butylphosphine palladium chloride